NC12[C@H](CC(CC1)(CC2)NC(=O)[C@@H]2CNC1=C(O2)C=CC(=C1)Cl)O (S)-N-((S)-4-amino-3-hydroxybicyclo[2.2.2]octan-1-yl)-6-chloro-3,4-dihydro-2H-benzo[b][1,4]oxazine-2-carboxamide